N-(2-chloro-4,6-dimethylphenyl)ethan-1-imine ClC1=C(C(=CC(=C1)C)C)N=CC